3-[[4-chloro-6-[(2R)-4-methyl-2-(spiro[2.3]hexan-5-ylamino)pentoxy]pyrimidin-2-yl]sulfamoyl]benzoic acid ClC1=NC(=NC(=C1)OC[C@@H](CC(C)C)NC1CC2(CC2)C1)NS(=O)(=O)C=1C=C(C(=O)O)C=CC1